O[C@@H](CC(=O)SCCNC(CCNC([C@@H](C(COP(OP(OC[C@@H]1[C@H]([C@H]([C@@H](O1)N1C=NC=2C(N)=NC=NC12)O)OP(=O)(O)O)(=O)O)(=O)O)(C)C)O)=O)=O)C |o1:1| (R) or (S)-3-Hydroxybutyryl-CoA